C1=CC=CC=2C3=CC=CC=C3N(C12)C1=CC=C(C=C1)C=1OC(=NN1)C1=C(C=CC=C1N1C2=CC=CC=C2C=2C=CC=CC12)N1C2=CC=CC=C2C=2C=CC=CC12 2-(4-(9H-carbazole-9-yl)phenyl)-5-(2,6-bis(9H-carbazole-9-yl)phenyl)-1,3,4-oxadiazole